FC(C(=O)OCC1=CC=CC=C1)C(C)=O benzyl 2-fluoro-3-oxobutyrate